2-{2,6-Difluoro-4-[(3S)-3-fluoropyrrolidine-1-sulfonyl]phenyl}-4-methylquinoline-7-carboxylic acid methyl ester COC(=O)C1=CC=C2C(=CC(=NC2=C1)C1=C(C=C(C=C1F)S(=O)(=O)N1C[C@H](CC1)F)F)C